(S)-4-amino-N-(1H-pyrazol-4-yl)-N-(6-(trifluoromethyl)-2,3-dihydrobenzofuran-3-yl)imidazo[1,5-a]quinoxaline-8-carboxamide NC=1C=2N(C3=CC(=CC=C3N1)C(=O)N([C@@H]1COC3=C1C=CC(=C3)C(F)(F)F)C=3C=NNC3)C=NC2